(1s,3r)-3-((2-(2,6-dioxopiperidin-3-yl)-1-oxoisoindolin-4-yl)amino)cyclopentane-1-carboxylic acid O=C1NC(CCC1N1C(C2=CC=CC(=C2C1)N[C@H]1C[C@H](CC1)C(=O)O)=O)=O